COC1=C(CC2NCC=3C=NC=C(C32)F)C=CC(=C1)OC (2,4-dimethoxybenzyl)-7-fluoro-2,3-dihydro-1H-pyrrolo[3,4-c]pyridine